4-ethylphenol C(C)C1=CC=C(C=C1)O